C(C)(C)N(C(C)C)P(C)N(C(C)C)C(C)C Bis(diisopropylamino)(methyl)phosphine